C1(CC(C(CC1)C(C)C)NC1CC(CCC1C(C)C)C)C dimenthylamine